CN(CCN1CCN(CC1)C)C 1-[2-(dimethylamino)ethyl]-4-methylpiperazine